ethyl 3-(3-chloro-4-fluoro-2-methoxy-phenyl)-5-methyl-5-(trifluoromethyl)tetrahydrofuran-2-carboxylate ClC=1C(=C(C=CC1F)C1C(OC(C1)(C(F)(F)F)C)C(=O)OCC)OC